3-(4-(5-(((tert-butyldimethylsilyl)oxy)methyl)oxazol-2-yl)-1-oxoisoindolin-2-yl)piperidine-2,6-dione [Si](C)(C)(C(C)(C)C)OCC1=CN=C(O1)C1=C2CN(C(C2=CC=C1)=O)C1C(NC(CC1)=O)=O